N-cyclopropyl-4-(3,4-dimethoxyphenyl)-2-(trifluoromethyl)pyrimidine-5-carboxamide C1(CC1)NC(=O)C=1C(=NC(=NC1)C(F)(F)F)C1=CC(=C(C=C1)OC)OC